calcium-magnesium phosphate P(=O)([O-])([O-])[O-].[Mg+2].[Ca+2]